4-[4-[6-chloro-4-(cyclobutoxy)-2-pyridinyl]-2,6-difluoro-phenoxy]butanoic acid ClC1=CC(=CC(=N1)C1=CC(=C(OCCCC(=O)O)C(=C1)F)F)OC1CCC1